C(C)(C)C=1C(=NNC1C=1C=C(C=2N(C1)N=CN2)OC)C2=NC=C(C=C2)N2CCN(CC2)C 6-(4-isopropyl-3-(5-(4-methylpiperazin-1-yl)pyridin-2-yl)-1H-pyrazol-5-yl)-8-methoxy-[1,2,4]triazolo[1,5-a]pyridine